(3,5-di-tert-butyl-4-hydroxyphenyl)(2-fluorophenyl)methanone C(C)(C)(C)C=1C=C(C=C(C1O)C(C)(C)C)C(=O)C1=C(C=CC=C1)F